N-(1-(2-((4-(4-methylpiperazin-1-yl)phenyl)amino)quinazolin-8-yl)piperidin-4-yl)acrylamide CN1CCN(CC1)C1=CC=C(C=C1)NC1=NC2=C(C=CC=C2C=N1)N1CCC(CC1)NC(C=C)=O